1-[3-({7-methoxy-9-[(propan-2-yl)amino]-1H,2H,3H-cyclopenta[b]quinolin-6-yl}oxy)propyl]pyrrolidin-3-ol COC1=CC=2C(=C3C(=NC2C=C1OCCCN1CC(CC1)O)CCC3)NC(C)C